P(=O)(O)(O)O[C@H]1[C@H]([C@@H](O[C@@H]1CO)N1C(=O)NC(=O)C(=C1)C)OCC#C O-propargyl-5-methyluridine-3'-phosphate